ClC1=CC=C(CN2N=C(C=CC2=O)C2=CC=C(C=C2)OC(F)F)C=C1 2-(4-chlorobenzyl)-6-(4-(difluoromethoxy)phenyl)pyridazin-3(2H)-one